ClC1=CN=C2[C@@H]([C@H]([C@@H](NC2=C1)C(C)C)C)NC(OCC1=CC=CC=C1)=O |r| benzyl ((2SR,3SR,4RS)-7-chloro-2-isopropyl-3-methyl-1,2,3,4-tetrahydro-1,5-naphthyridin-4-yl)carbamate